(2R)-2-(6-{5-chloro-2-[(propan-2-yl)amino]pyrimidin-4-yl}-1-oxo-2,3-dihydro-1H-isoindol-2-yl)-N-[(1S)-2-hydroxy-1-(6-methoxypyridin-2-yl)ethyl]propanamide ClC=1C(=NC(=NC1)NC(C)C)C1=CC=C2CN(C(C2=C1)=O)[C@@H](C(=O)N[C@H](CO)C1=NC(=CC=C1)OC)C